(S)-2-(6-(5-methyl-7H-pyrrolo[2,3-c]pyridazin-3-yl)-2-((S)-3,3,3-trifluoro-2-hydroxy-2-methylpropionyl)-1,2,3,4-tetrahydroisoquinolin-8-yl)pyrrolidine-1-carboxylate CC1=CNC=2N=NC(=CC21)C=2C=C1CCN(CC1=C(C2)[C@H]2N(CCC2)C(=O)[O-])C([C@](C(F)(F)F)(C)O)=O